ClC1=C2C(=NC(=C1)C=O)C=CO2 7-Chlorofuro[3,2-b]pyridine-5-carbaldehyde